(S)-3-((7-Ethyl-6-oxo-5,6-dihydro-1,5-naphthyridin-3-yl)methyl)-N,6-dimethyl-2,3,4,4a,5,6-hexahydro-1H-pyrazino[1,2-a]pyrido[2,3-e]pyrazine-8-carboxamide C(C)C=1C(NC=2C=C(C=NC2C1)CN1C[C@@H]2N(C3=C(N(C2)C)N=C(C=C3)C(=O)NC)CC1)=O